O=C1NC(CCC1N1C(C2=CC=C(C=C2C1)C#CCCCCC(=O)OC(C)(C)C)=O)=O tert-Butyl 7-[2-(2,6-dioxo-3-piperidyl)-1-oxo-isoindolin-5-yl]hept-6-ynoate